C(CCCCCCCCCCCCCCC)(=O)OCC(COC(C(CCCCCCCC)CCCCCC)=O)N1CCC2(CC1)CCN(CC2)CCCCO[Si](C)(C)C(C)(C)C 2-(9-(4-((tert-butyldimethylsilyl)-oxy)butyl)-3,9-diazaspiro[5.5]undecan-3-yl)-3-((2-hexyldecanoyl)oxy)propyl palmitate